(S)-N-((3-cyano-4-((4-(dimethylamino)-1-(1-phenylcyclopropyl)butan-2-yl)amino)-5-fluorophenyl)sulfonyl)-1-methoxycyclohexane-1-carboxamide C(#N)C=1C=C(C=C(C1N[C@@H](CC1(CC1)C1=CC=CC=C1)CCN(C)C)F)S(=O)(=O)NC(=O)C1(CCCCC1)OC